(2R,4R)-1-(3-chloro-2-fluorobenzyl)-4-((4-cyano-6-((5-methyl-1H-pyrazol-3-yl)amino)pyridin-2-yl)methyl)-2-methylpiperidine-4-carboxylic acid ClC=1C(=C(CN2[C@@H](C[C@@](CC2)(C(=O)O)CC2=NC(=CC(=C2)C#N)NC2=NNC(=C2)C)C)C=CC1)F